O=C1N(C(C2=CC=CC=C12)=O)CCC#CC1=CC=C(S1)/C=N/O (E)-5-(4-(1,3-dioxoisoindolin-2-yl)but-1-yn-1-yl)thiophene-2-carbaldehyde oxime